4-(3-(3-fluoro-5-(trifluoromethyl)benzyl)-5-methyl-4,5-dihydro-1H-1,2,4-triazol-1-yl)-2-methylbenzamide FC=1C=C(CC2=NN(C(N2)C)C2=CC(=C(C(=O)N)C=C2)C)C=C(C1)C(F)(F)F